C1CCC12CN(CC2)C2=NC1=C(C=CC=C1C(N2C)=O)C(C)NC2=C(C(=O)OC(C)(C)C)C=CC=C2 tert-butyl 2-[1-[2-(6-azaspiro[3.4]octan-6-yl)-3-methyl-4-oxo-quinazolin-8-yl]ethylamino]benzoate